FC1([C@@H](C1)C1=CNC=2N=CN=C(C21)N[C@H]2CC[C@H](N(C2)C(C=C)=O)CC)F 1-((2R,5S)-5-((5-((S)-2,2-difluorocyclopropyl)-7H-pyrrolo[2,3-d]pyrimidin-4-yl)amino)-2-ethylpiperidin-1-yl)prop-2-en-1-one